C(CCCCCCC\C=C/CCCCCCCC)OC(COCCOCCOCCOCCOCCOCCOC(C1=CC=CC=C1)(C1=CC=CC=C1)C1=CC=CC=C1)COCCCCCCCC\C=C/CCCCCCCC [2-[2-[2-[2-[2-[2-[2,3-bis[(Z)-octadec-9-enoxy]propoxy]ethoxy]ethoxy]ethoxy]ethoxy]ethoxy]ethoxy-diphenyl-methyl]benzene